ClCC(=O)N[C@]1(CC[C@](C=2C=CC=NC12)(C(=O)NCC1=C(C=C(C=C1)Cl)Cl)F)CO |o1:5,8| (5S*,8S*)-8-(2-chloroacetamido)-N-(2,4-dichlorobenzyl)-5-fluoro-8-(hydroxymethyl)-5,6,7,8-tetrahydro-quinoline-5-carboxamide